C(C)C1(COC1)COCC(OC1CCCC1)OC1CCCC1 dicyclopentanyloxyethyl (3-ethyl-3-oxetanylmethyl) ether